1-[2-[[4-(5-pyrazol-1-yl-3-pyridinyl)triazol-1-yl]methyl]imidazo[1,2-a]pyridin-6-yl]methylamine N1(N=CC=C1)C=1C=C(C=NC1)C=1N=NN(C1)CC=1N=C2N(C=C(C=C2)CN)C1